FC=1C=C(C=NC1)CN1N=C2C3=C(CCC2=C1)OC(=C3C)C(=O)NC[C@H]3OCC3 2-[(5-Fluoropyridin-3-Yl)methyl]-8-methyl-N-{[(2S)-Oxetan-2-Yl]methyl}-4,5-dihydro-2H-furo[2,3-g]indazole-7-carboxamide